N[C@H]1CN(CC[C@@H]2N(C1=O)[C@@H](CC2)C(=O)N[C@@H]2CCOC1=CC=CC=C21)C(=O)NC(C)C (5S,8S,10aR)-5-amino-N8-((R)-chroman-4-yl)-N3-isopropyl-6-oxooctahydropyrrolo[1,2-a][1,5]diazocine-3,8(4H)-dicarboxamide